S1C=NC2=C1C(=CC=C2)C2=CC=C(C=C2)[C@H](C(C)O)NC(=O)NC=2N=C(SC2)C#C 1-((1R)-1-(4-(Benzo[d]thiazol-7-yl)phenyl)-2-hydroxypropyl)-3-(2-ethynyl-thiazol-4-yl)urea